CN1C(C=2C=CC=C(C2CC1)S(=O)(=O)N)=S 2-methyl-1-thioxo-3,4-dihydroisoquinoline-5-sulfonamide